(S)-6-chloro-2-(4-fluorophenyl)-5-((2-oxotetrahydrofuran-3-yl)amino)-1H-benzo[d]imidazole-4,7-dione ClC1=C(C(C2=C(NC(=N2)C2=CC=C(C=C2)F)C1=O)=O)N[C@@H]1C(OCC1)=O